N-[4-[(6,7-Dimethoxy-1,5-naphthyridin-4-yl)oxy]-3-fluorophenyl]-5-(4-fluorophenyl)-4-hydroxy-2,6-dimethylpyridine-3-carboxamide COC=1N=C2C(=CC=NC2=CC1OC)OC1=C(C=C(C=C1)NC(=O)C=1C(=NC(=C(C1O)C1=CC=C(C=C1)F)C)C)F